COC=1C(=C2C(=NC1)N=C(N2)C(=O)N2[C@@H](C=1C=CC=NC1CC2)C)C (R)-(6-Methoxy-7-methyl-1H-imidazo[4,5-b]pyridin-2-yl)(5-methyl-7,8-dihydro-1,6-naphthyridin-6(5H)-yl)methanone